2-(4-Chlorophenoxy)-N-[2-methyl-4-[[2-(4-chlorophenoxy)acetyl]amino]phenyl]acetamide ClC1=CC=C(OCC(=O)NC2=C(C=C(C=C2)NC(COC2=CC=C(C=C2)Cl)=O)C)C=C1